COC(=O)[C@H]1[C@@H](C([C@H]2OC(OC[C@H]2O1)(C)C)N1N=NC(=C1)C1=CC(=C(C(=C1)F)F)F)OC (4aR,6R,7R,8aR)-7-methoxy-2,2-dimethyl-8-(4-(3,4,5-trifluorophenyl)-1H-1,2,3-triazol-1-yl)hexahydropyrano[3,2-d][1,3]dioxine-6-carboxylic acid methyl ester